4-(Difluoromethoxy)-2-((4-(6-((2-methoxy-4-(trifluoromethyl)benzyl)oxy)pyridin-2-yl)piperidin-1-yl)methyl)-1-methyl-1H-benzo[d]imidazole-6-carboxylic acid FC(OC1=CC(=CC=2N(C(=NC21)CN2CCC(CC2)C2=NC(=CC=C2)OCC2=C(C=C(C=C2)C(F)(F)F)OC)C)C(=O)O)F